(1R,2R)-2-(fluoromethyl)cyclopropane-1-carboxylic acid tert-butyl ester C(C)(C)(C)OC(=O)[C@H]1[C@@H](C1)CF